O[C@@H]1C[C@H](N(C1)C(=O)[C@H](C(C)(C)C)NC(CCCCCCCCCCC(=O)O)=O)C(N[C@@H](C)C1=CC=C(C=C1)C1=C(N=CS1)C)=O |&1:31| 12-[[(1S)-1-[(2S,4R)-4-hydroxy-2-[[(1SR)-1-[4-(4-methylthiazol-5-yl)phenyl]ethyl]carbamoyl]pyrrolidine-1-carbonyl]-2,2-dimethyl-propyl]amino]-12-oxo-dodecanoic acid